N1N=NN=C1C1CN(CC1)C(=O)N1CC(C1)C1=CC=C(C=C1)OC(C(F)(F)F)(C)C [3-(1H-Tetrazol-5-yl)pyrrolidin-1-yl]-[3-[4-(2,2,2-trifluoro-1,1-dimethyl-ethoxy)phenyl]azetidin-1-yl]methanone